ClC=1C=C(C=CC1F)NC1=NC=CC2=CC(=C(C=C12)NC(CCCN1CCCC1)=O)OC N-(1-((3-chloro-4-fluorophenyl)amino)-6-methoxyisoquinolin-7-yl)-4-(pyrrolidin-1-yl)butanamide